BrC1=C2C=NC(=NC2=C(C=C1)O[Si](C)(C)C(C)(C)C)SC 5-bromo-8-((tert-butyldimethylsilyl)oxy)-2-(methylthio)quinazoline